FCS(=O)(=O)N[C@@H]1[C@@H](N(CC12CC2)C(=O)OC(C)(C)C)CC2=C(C(=CC=C2)C2=CC=CC=C2)F tert-butyl (6S,7S)-7-(fluoromethylsulfonylamino)-6-[(2-fluoro-3-phenyl-phenyl)methyl]-5-azaspiro[2.4]heptane-5-carboxylate